cinnamic acid 4-hydroxybutyl ester OCCCCOC(C=CC1=CC=CC=C1)=O